CC(C=CCC(=O)O)CCC.C(C)SC1=CC=C(C=N1)CC(=O)N 2-(6-(ethylsulfanyl)pyridin-3-yl)acetamide 3-methyl-2-hexen-1-yl-acetate